trans-4-((3-(1-Cyclopropyl-1H-pyrazol-4-yl)phenyl)((4-(4-methoxy-3-methylphenyl)bicyclo[2.2.2]octan-1-yl)methyl)carbamoyl)cyclohexanecarboxylic acid C1(CC1)N1N=CC(=C1)C=1C=C(C=CC1)N(C(=O)[C@@H]1CC[C@H](CC1)C(=O)O)CC12CCC(CC1)(CC2)C2=CC(=C(C=C2)OC)C